FC(C1=NN=C2N1N=CC=C2)F 3-(difluoromethyl)-[1,2,4]triazolo[4,3-b]pyridazin